O=C1C(N(C=CN1)C(=O)OCC1=CC=CC=C1)C(F)(F)F benzyl 3-oxo-2-(trifluoromethyl)-3,4-dihydropyrazine-1(2H)-carboxylate